6-(p-tolylsulfonyl)-6-azabicyclo[3.1.0]hexane C1(=CC=C(C=C1)S(=O)(=O)N1C2CCCC12)C